N1(CCCCC1)CC(=O)O piperidin-1-yl-acetic acid